NCCCOCCC 3-Aminopropyl-propylether